BrC1=CC=C(OC2=CN=C(S2)N2CC(C2)OCC)C=C1 5-(4-bromophenoxy)-2-(3-ethoxyazetidin-1-yl)thiazole